(3-((triisopropylsilyl)ethynyl)naphthalen-2-yl)methylamine C(C)(C)[Si](C(C)C)(C(C)C)C#CC=1C(=CC2=CC=CC=C2C1)CN